C(C1=CC=CC=C1)(=O)[O-].FC1=C(C(=CC=C1N1C=CC=C1)F)[I+]C1=C(C(=CC=C1F)N1C=CC=C1)F bis[2,6-difluoro-3-(1H-pyrrolyl)phenyl]iodonium benzoate